OC1=C(C(=O)[O-])C=CC=C1OC 2-hydroxy-3-methoxybenzoate